(R)-3-(1-(1-(2',4',6'-trimethyl-[1,1'-biphenyl]-4-yl)butyl)-1H-indazole-5-carboxamido)propionic acid CC1=C(C(=CC(=C1)C)C)C1=CC=C(C=C1)[C@@H](CCC)N1N=CC2=CC(=CC=C12)C(=O)NCCC(=O)O